N-(1-cyclopropyl-3,4-difluoro-6-(1H-imidazol-1-yl)-1H-indol-2-yl)-3,3-dimethylbutyramide C1(CC1)N1C(=C(C2=C(C=C(C=C12)N1C=NC=C1)F)F)NC(CC(C)(C)C)=O